C(C1=CC=CC=C1)OC1=C(C(=CC=C1)Cl)/C=C/C(=O)OCC Ethyl (E)-3-(2-(benzyloxy)-6-chlorophenyl)acrylate